[Ca+2].C1N2C=3C(NC(=NC3NC[C@@H]2CN1C1=CC=C(C(N[C@@H](CCC(=O)[O-])C(=O)O)=O)C=C1)N)=O.C1N2C=3C(NC(=NC3NC[C@@H]2CN1C1=CC=C(C(N[C@@H](CCC(=O)[O-])C(=O)O)=O)C=C1)N)=O 5,10-methylene-(6R,S)-tetrahydrofolic acid, calcium salt